ClC=1C=C(C=CC1OCOC)N1N=NC(=C1C)C(=O)OCC ethyl 1-(3-chloro-4-(methoxymethoxy) phenyl)-5-methyl-1H-1,2,3-triazole-4-carboxylate